C(=O)C1=CC=C(CC2CCC(CC2)NC(OC(C)(C)C)=O)C=C1 tert-butyl ((1r,4r)-4-(4-formylbenzyl)cyclohexyl)carbamate